Methyl 8-(1-cyclopropyl-1H-pyrazol-4-yl)-2-fluoro-8-methyl-7,8-dihydro-6H-cyclopenta[e]pyrazolo[1,5-a]pyrimidine-6-carboxylate C1(CC1)N1N=CC(=C1)C1(CC(C=2C=NC=3N(C21)N=C(C3)F)C(=O)OC)C